{[5-(Aminomethyl)-1-(4,4,4-trifluorobutyl)-1H-1,3-benzodiazol-2-yl]methyl}-6'-fluoro-1',2'-dihydrospiro[cyclopropane-1,3'-indole]-2'-one NCC1=CC2=C(N(C(=N2)CN2C(C3(C4=CC=C(C=C24)F)CC3)=O)CCCC(F)(F)F)C=C1